CN(CC(COCCCCCCCC\C=C/C\C=C/CCCCC)OCCCCCCCC\C=C/C\C=C/CCCCC)C N,N-dimethyl-2,3-bis((9Z,12Z)-octadeca-9,12-dien-1-yloxy)propan-1-amine